(2-(benzyloxy)-4,6-dihydroxyphenyl)methanone hydrochloride Cl.C(C1=CC=CC=C1)OC1=C(C(=CC(=C1)O)O)C=O